N1(CCCC2=CN=CC=C12)C(CNC1=C(C#N)C(=CC(=N1)C(F)(F)F)C(F)(F)F)=O 2-((2-(3,4-dihydro-1,6-naphthyridin-1(2H)-yl)-2-oxoethyl)amino)-4,6-bis(trifluoromethyl)nicotinonitrile